NC1=C(C2=C(N(C(=N2)C(C)(C)C)C)C=C1)N1C[C@H](CC1)NC([O-])=O [(3S)-1-(5-amino-2-tert-butyl-1-methyl-1,3-benzodiazol-4-yl)pyrrolidin-3-yl]carbamate